(R)-3-(3-(1-(tert-butoxycarbonyl)azetidin-3-yl)piperidin-1-yl)propane-1-sulfonic acid C(C)(C)(C)OC(=O)N1CC(C1)[C@@H]1CN(CCC1)CCCS(=O)(=O)O